5-(3-fluoro-8-((1S,2S)-2-(1-(2,2,2-trifluoroethyl)-1H-benzo[d]imidazol-6-yl)cyclopropyl)imidazo[1,2-b]pyridazin-6-yl)pyrimidine-2,4(1H,3H)-dione FC1=CN=C2N1N=C(C=C2[C@@H]2[C@H](C2)C=2C=CC1=C(N(C=N1)CC(F)(F)F)C2)C=2C(NC(NC2)=O)=O